[Cl-].C(C(=C)C)(=O)NCCC[N+](C)(C)CCCCCCCCCCCC 3-(methacrylamido)propyldodecyldimethylammonium chloride